4-(4-fluoro-2-methylindol-5-yloxy)-6-methoxy-7-(3-pyrrolidin-1-ylpropoxy)quinazoline FC1=C2C=C(NC2=CC=C1OC1=NC=NC2=CC(=C(C=C12)OC)OCCCN1CCCC1)C